(1S,3S,5R)-5-((2-acetamidoethoxy)methyl)-N-((4-carbamimidoylthiophen-2-yl)methyl)-2-((4-phenoxybenzoyl)glycyl)-2-azabicyclo[3.1.0]hexane-3-carboxamide C(C)(=O)NCCOC[C@@]12C[C@H](N([C@H]2C1)C(CNC(C1=CC=C(C=C1)OC1=CC=CC=C1)=O)=O)C(=O)NCC=1SC=C(C1)C(N)=N